3-(4-fluorophenyl)-1-tosyl-1,2-dihydroquinoline FC1=CC=C(C=C1)C=1CN(C2=CC=CC=C2C1)S(=O)(=O)C1=CC=C(C)C=C1